(3-methoxy-2-methyl-4-pyridinyl)methanone COC=1C(=NC=CC1C=O)C